Epsilon-Caprolacton C1(CCCCCO1)=O